8-bromo-2-chloro-6-fluoro-3-methylquinazolin-4(3H)-one BrC=1C=C(C=C2C(N(C(=NC12)Cl)C)=O)F